tert-butyl (2S,3R,6R)-3-(((3-fluoro-5-(trifluoromethyl)pyridin-2-yl)amino)methyl-d2)-2,6-dimethylmorpholine-4-carboxylate FC=1C(=NC=C(C1)C(F)(F)F)NC([C@H]1N(C[C@H](O[C@H]1C)C)C(=O)OC(C)(C)C)([2H])[2H]